OC(C(=O)OC)C=C Methyl 2-hydroxy-3-butenoate